6-chloro-N-[rac-(3R,6S)-6-{[(7-chloroimidazo[1,2-a]pyridin-2-yl)methyl]carbamoyl}oxan-3-yl]-4-oxo-3,4-dihydro-2H-1-benzopyran-2-carboxamide ClC=1C=CC2=C(C(CC(O2)C(=O)N[C@H]2CO[C@@H](CC2)C(NCC=2N=C3N(C=CC(=C3)Cl)C2)=O)=O)C1 |r|